C(=O)=[RhH] carbonylrhodium (I) hydride